C(C)NC=1N=NC(=CC1)C=1C=NN(C1)C1=CC=CC=C1 N-Ethyl-6-(1-phenyl-1H-pyrazol-4-yl)pyridazin-3-amin